C(#N)C=1C=NN(C1)C(=O)N(C)C 4-cyano-N,N-dimethyl-1H-pyrazole-1-carboxamide